2-[(3-chloro-4-fluorophenyl)-[rac-(2R,4R)-2-methyloxan-4-yl]oxymethyl]-4-methyl-5-methylsulfonyl-1H-imidazole ClC=1C=C(C=CC1F)C(C=1NC(=C(N1)C)S(=O)(=O)C)O[C@H]1C[C@H](OCC1)C |r|